C(C)(C)(C)OC(=O)N1C[C@H](CCC1)NC=1C2=C(N=CN1)C(=CC(=N2)C2=CC=C(C=C2)OCC2(CCCC2)O)C(N)=O (3S)-3-[(8-carbamoyl-6-{4-[(1-hydroxycyclopentyl)methoxy]phenyl}pyrido[3,2-d]pyrimidin-4-yl)amino]piperidine-1-carboxylic acid tert-butyl ester